ethylenediamine tetra(2-mercaptoethyl acetate) SCCCC(=O)ON(CCN(OC(CCCS)=O)OC(CCCS)=O)OC(CCCS)=O